C(C1=CC=CC=C1)OC(=O)N1CCN(CCC1)C1=CC=C(C=C1)C(N(C)CCCNC(=O)OC(C)(C)C)=O.C(C1CO1)N(CC1CO1)CCC[Si](OC)(OC)OC 3-(N,N-diglycidyl)aminopropyl-trimethoxysilane benzyl-4-[4-[3-(tert-butoxycarbonylamino)propyl-methyl-carbamoyl]phenyl]-1,4-diazepane-1-carboxylate